R-5-Chloro-N-(1-ethylpiperidin-3-yl)-7-methoxyoxazolo[4,5-b]pyridin-2-amine ClC1=CC(=C2C(=N1)N=C(O2)N[C@H]2CN(CCC2)CC)OC